8,12,14-eicosatrienoic acid C(CCCCCCC=CCCC=CC=CCCCCC)(=O)O